FC1=C(C=CC(=C1)F)N1CCN(CC1)CC1=CC(=C(CNC2=C3C(N(C(C3=CC=C2)=O)C2C(NC(CC2)=O)=O)=O)C=C1)C 4-(4-((4-(2,4-difluorophenyl)piperazin-1-yl)methyl)-2-methylbenzylamino)-2-(2,6-dioxopiperidin-3-yl)isoindoline-1,3-dione